N1=C(N=CC=C1)NCCC1CC(C1)C(=O)OC (1s*,3s*)-methyl 3-(2-(pyrimidin-2-ylamino)ethyl)cyclobutanecarboxylate